N-((((R)-1-(tert-butoxycarbonyl)pyrrolidin-3-yl)oxy)carbonyl)-O-(trans-3-(2-(5,6,7,8-tetrahydro-1,8-naphthyridin-2-yl)ethyl)cyclobutyl)homoserine C(C)(C)(C)OC(=O)N1C[C@@H](CC1)OC(=O)N[C@@H](CCO[C@@H]1C[C@H](C1)CCC1=NC=2NCCCC2C=C1)C(=O)O